tert-butyl 6-fluoro-2-oxo-3-phenylindoline-1-carboxylate FC1=CC=C2C(C(N(C2=C1)C(=O)OC(C)(C)C)=O)C1=CC=CC=C1